C(#N)C=1C=CC(=C(C1)C1=CC(=NC=C1C(=O)NC=1SC2=NC(=CC=C2N1)C1=CC=C(C=C1)C(F)(F)F)C)OC 4-(5-cyano-2-methoxyphenyl)-6-methyl-N-(5-(4-(trifluoromethyl)phenyl)thiazolo[5,4-b]pyridin-2-yl)nicotinamide